2-(5-(4-fluorobenzyl)pyridin-2-yl)-4-((1-methyl-1H-pyrazol-5-yl)methyl)morpholine FC1=CC=C(CC=2C=CC(=NC2)C2CN(CCO2)CC2=CC=NN2C)C=C1